3,5-di-tert-butyl-4-hydroxybenzenepropionic acid cyclodecyl ester C1(CCCCCCCCC1)OC(CCC1=CC(=C(C(=C1)C(C)(C)C)O)C(C)(C)C)=O